ClC1=C(C(=NN1C)C(F)(F)F)CO [5-chloro-1-methyl-3-(trifluoromethyl)pyrazol-4-yl]methanol